C(C)(C)(C)C=1C=C(CN(C(CN(S(=O)(=O)C2=C(C(=C(C(=C2F)F)F)F)F)CC2=NC=CC=C2C(F)(F)F)=O)C2=C(C=C(C(=O)O)C=C2)C2CC2)C=C(C1)C1CC1 4-(N-(3-(tert-butyl)-5-cyclopropylbenzyl)-2-(N-((3-(trifluoromethyl)pyridin-2-yl)methyl)-(2,3,4,5,6-pentafluoro-phenyl)sulfonamido)acetamido)-3-cyclopropylbenzoic acid